(S)-6-((4-((2-hydroxy-1-phenylethyl)amino)-5-(5-methyl-1,3,4-oxadiazol-2-yl)pyridin-2-yl)amino)-1-isopropyl-1,2-dihydro-3H-pyrazolo[3,4-b]pyridin-3-one OC[C@H](C1=CC=CC=C1)NC1=CC(=NC=C1C=1OC(=NN1)C)NC1=CC=C2C(=N1)N(NC2=O)C(C)C